N-(4-(4-chloro-2-fluorophenoxy)-3-(3-methylbenzo[d]isoxazol-5-yl)phenyl)cyclopropanesulfonamide ClC1=CC(=C(OC2=C(C=C(C=C2)NS(=O)(=O)C2CC2)C=2C=CC3=C(C(=NO3)C)C2)C=C1)F